FC([C@@H]1[C@](CN(CC1)C)(C)COC1=NC2=C(C(=C(C=C2C(=N1)N1CCOC[C@](C1)(O)C)F)C1=CC(=CC2=CC=C(C(=C12)CC)F)O)F)F (6S)-4-(2-(((3S,4S)-4-(difluoromethyl)-1,3-dimethylpiperidin-3-yl)methoxy)-7-(8-ethyl-7-fluoro-3-hydroxynaphthalen-1-yl)-6,8-difluoroquinazolin-4-yl)-6-methyl-1,4-oxaazepan-6-ol